C(C)C(C(=O)[O-])CCCC.[La+3].C(C)C(C(=O)[O-])CCCC.C(C)C(C(=O)[O-])CCCC Lanthanum(III) 2-ethylhexanoate